5-[2-chloro-3-fluoro-4-[1-(2-methoxyethyl)-5-methyl-pyrazol-4-yl]phenyl]-N-[3-chloro-4-(piperazine-1-carbonyl)phenyl]-1-methyl-imidazole-2-carboxamide ClC1=C(C=CC(=C1F)C=1C=NN(C1C)CCOC)C1=CN=C(N1C)C(=O)NC1=CC(=C(C=C1)C(=O)N1CCNCC1)Cl